NC1=NC=NN2C1=C(C=C2C=2C=C(C(=NC2C)OC)C(=O)NCCC(C(F)(F)F)(C2=CC=CC=C2)O)C(F)(F)F 5-[4-amino-5-(trifluoromethyl)pyrrolo[2,1-f][1,2,4]triazin-7-yl]-2-methoxy-6-methyl-N-(4,4,4-trifluoro-3-hydroxy-3-phenylbutyl)pyridine-3-carboxamide